ClC=1C(=NC(=NC1)NC1=C(C=C(C=C1)N1CCC(CC1)NCC=1C(=C2C(N(C(C2=CC1)=O)C1C(NC(CC1)=O)=O)=O)F)OC)NC1=C(C=CC=C1)P(=O)(C)C 5-(((1-(4-((5-chloro-4-((2-(dimethylphosphoryl)phenyl)amino)pyrimidin-2-yl)amino)-3-methoxyphenyl)piperidin-4-yl)amino)methyl)-2-(2,6-dioxopiperidin-3-yl)-4-fluoroisoindoline-1,3-dione